zinc nitrate, trihydrate O.O.O.[N+](=O)([O-])[O-].[Zn+2].[N+](=O)([O-])[O-]